Cl.C1(CC1)NCC1=CC(=C(C=C1)C1=C2C=CC(NC2=NC=C1)=O)F 5-(4-((cyclopropylamino)methyl)-2-fluorophenyl)-1,8-naphthyridin-2(1H)-one hydrochloride